(E)-3-[3-[(2-Chloro-4-fluorophenoxy)methyl]-4-methoxyphenyl]-1-(4-hydroxyphenyl)prop-2-en-1-one ClC1=C(OCC=2C=C(C=CC2OC)/C=C/C(=O)C2=CC=C(C=C2)O)C=CC(=C1)F